(2S)-Neopentyl 2-(((((S)-1-(neopentyloxy)-1-oxopropan-2-yl)amino)(4-nitrophenoxy)-phosphoryl)amino)propanoate C(C(C)(C)C)OC([C@H](C)NP(=O)(OC1=CC=C(C=C1)[N+](=O)[O-])N[C@H](C(=O)OCC(C)(C)C)C)=O